4-((6-((6-methylpyridin-2-yl)amino)pyrimidin-4-yl)amino)nicotinamide CC1=CC=CC(=N1)NC1=CC(=NC=N1)NC1=CC=NC=C1C(=O)N